(3R,7aR)-3-(4-((dimethylcarbamoyl)oxy)phenyl)tetrahydro-1H-pyrrolizine CN(C(=O)OC1=CC=C(C=C1)[C@H]1CCC2=CCCN12)C